N-benzyl-7-(4-bromo-3-chloro-benzoyl)-3-oxo-2-(4-pyrazol-1-ylphenyl)-6,8-dihydro-5H-imidazo[1,5-a]pyrazine-1-carboxamide C(C1=CC=CC=C1)NC(=O)C=1N(C(N2C1CN(CC2)C(C2=CC(=C(C=C2)Br)Cl)=O)=O)C2=CC=C(C=C2)N2N=CC=C2